(hexadec-15-yn-1-yl)-2-iodoacetamide C(CCCCCCCCCCCCCC#C)C(C(=O)N)I